C(C)(C)(C)[C@@H]1CC=2C=C3C(=NC2CC1)SC(=C3)C(=O)N[C@H](CCN3[C@@H](CCC3)CO)C3=CC=CC=C3 (6S)-6-tert-butyl-N-{(1R)-3-[(2S)-2-(hydroxymethyl)pyrrolidin-1-yl]-1-phenylpropyl}-5,6,7,8-tetrahydrothieno[2,3-b]quinoline-2-carboxamide